3,5-diethoxyphenol C(C)OC=1C=C(C=C(C1)OCC)O